C(C(CCCCCCCC)(C(=O)O)C(=O)O)(C(=O)O)(C(=O)O)C(=O)O decanepentacarboxylic acid